4-(Difluoromethoxy)-N-[1-(4-methoxyphenyl)-4-(1,3-thiazol-2-yl)-1H-imidazol-2-yl]benzamide FC(OC1=CC=C(C(=O)NC=2N(C=C(N2)C=2SC=CN2)C2=CC=C(C=C2)OC)C=C1)F